BrC=1C=C2C3(C(N(C2=CC1)CC(=O)NCCCC(=O)OC)=O)CCCC3 Methyl 4-(2-(5'-bromo-2'-oxospiro[cyclopentane-1,3'-indolin]-1'-yl)acetamido)butanoate